2,3-difluoro-4-methylbenzoic acid FC1=C(C(=O)O)C=CC(=C1F)C